CC(C)P(O)O methyl-ethyl-phosphonous acid